C(C)P(=O)(CC)CO[Si](OC)(OC)CC diethylphosphoryl-ethyl-trimethoxysilane